Tri(trimethylsilyl)silane C[Si](C)(C)[SiH]([Si](C)(C)C)[Si](C)(C)C